FC1=CC(=C(C(=C1)C(C)C)NC(=O)NS(=O)(=O)C=1SC(=CC1)C(C)(C)O)C(C)C N-(4-fluoro-2,6-diisopropylphenylcarbamoyl)-5-(2-hydroxypropan-2-yl)thiophene-2-sulfonamide